C1(CC1)[C@@H](C(F)(F)F)NS(=O)C(C)(C)C N-((1S)-1-cyclopropyl-2,2,2-trifluoroethyl)-2-methyl-2-propanesulfinamide